ClC=1C(=NC=C(C1[C@@H](C)OC=1C=C2C(=NNC2=CC1)C=1C=CC(=NC1)NC1CCOCC1)Cl)C 5-[5-[(1R)-1-(3,5-dichloro-2-methyl-4-pyridyl)ethoxy]-1H-indazol-3-yl]-N-tetrahydropyran-4-yl-pyridin-2-amine